2-Methyl-1-(2-(5-(m-tolyl)-1H-imidazol-2-yl)piperidin-1-yl)butan-1-one 3-amino-4-hydroxybenzoate NC=1C=C(C(=O)O)C=CC1O.CC(C(=O)N1C(CCCC1)C=1NC(=CN1)C=1C=C(C=CC1)C)CC